NC=1N=C(SC1C(=O)C=1C=NC(=CC1)N1CCC(CC1)(F)F)N(C1=CC=C(C=C1)F)C(C(=O)N)C (N-[4-Amino-5-[6-(4,4-difluoro-1-piperidyl)pyridin-3-carbonyl]thiazol-2-yl]-4-fluoroanilino)propanamid